1-(2-aminoethyl)-2-pyrrolidone NCCN1C(CCC1)=O